2,3-dimethyl-3-octene CC(C)C(=CCCCC)C